FC1=CC(=CC2=C1OCCO2)CCNC(OC(C)(C)C)=O Tert-butyl (2-(8-fluoro-2,3-dihydrobenzo[b][1,4]dioxin-6-yl)ethyl)carbamate